N-(6-(2-fluoro-4-(2-morpholinopropan-2-yl)phenyl)quinolin-4-yl)benzo[d]thiazol-5-amine FC1=C(C=CC(=C1)C(C)(C)N1CCOCC1)C=1C=C2C(=CC=NC2=CC1)NC=1C=CC2=C(N=CS2)C1